FC=1C=C2C(=CC(=NC2=CC1)C(F)(F)F)N[C@@H]1C[C@@H](CCC1)NC(C1=CC(=CC=C1)NS(=O)(=O)C(C)C)=O N-[(1R,3S)-3-{[6-fluoro-2-(trifluoromethyl)quinolin-4-yl]amino}cyclohexyl]-3-(propane-2-sulfonamido)benzamide